5,6-dihydro-4H-1,3-thiazine-amine hydrobromide Br.S1C(=NCCC1)N